O-(AMINOCARBONYL)SERINE NC(=O)OC[C@H](N)C(=O)O